5-[(E)-2-phenylethenyl]-2-[propan-2-yl]benzene-1,3-diol C1(=CC=CC=C1)/C=C/C=1C=C(C(=C(C1)O)C(C)C)O